C(C)(C)(C)C=1C=C(C=C(C1O)CC1=C(CC(C=C1)(O)C(C)(C)C)C(C)(C)C)CCC(=O)[O-] 3-(3-(tert-butyl)-5-(2,4-di-tert-butyl-4-hydroxybenzyl)-4-hydroxyphenyl)propionate